N-(1-isopropylpyrazol-4-yl)-5-[2-methyl-5-(1-methylazetidin-3-yl)oxy-4-pyridyl]pyrazolo[1,5-a]pyridin-2-amine C(C)(C)N1N=CC(=C1)NC1=NN2C(C=C(C=C2)C2=CC(=NC=C2OC2CN(C2)C)C)=C1